NC1=NC(=C(C(=N1)N)OCCCOC1=C(C=CC=C1)CCC(=O)N)CC 3-(2-(3-((2,4-diamino-6-ethylpyrimidin-5-yl)oxy)propoxy)phenyl)propanamide